(2s,5r)-4-(1-(4-cyano-3-(2-methoxyethoxy)phenyl)ethyl)-2,5-dimethylpiperazine-1-carboxylic acid tert-butyl ester C(C)(C)(C)OC(=O)N1[C@H](CN([C@@H](C1)C)C(C)C1=CC(=C(C=C1)C#N)OCCOC)C